1-(4-{[(2-Chlorophenyl)acetyl]amino}-2-sulfamoylphenyl)-N,N-dimethyl-1H-pyrazole-4-carboxamide ClC1=C(C=CC=C1)CC(=O)NC1=CC(=C(C=C1)N1N=CC(=C1)C(=O)N(C)C)S(N)(=O)=O